C[Sn](C1=NN(C2=CN=C(C=C21)OC2(CC2)C)C(C2=CC=CC=C2)(C2=CC=CC=C2)C2=CC=CC=C2)(C)C Trimethyl-[5-(1-methylcyclopropoxy)-1-trityl-pyrazolo[3,4-c]pyridin-3-yl]stannane